OC(CC(=O)[O-])CC.[K+] Potassium beta-hydroxypentanoate